(S)-4-bromo-N-(1-cyclopropylethyl)-2-fluorobenzamide BrC1=CC(=C(C(=O)N[C@@H](C)C2CC2)C=C1)F